ClC=1C(=C(CN2CCC(CC2)(C(=O)O)CC2=NC(=CC=C2F)NC2=NNC(=C2)C)C(=CC1)F)F 1-(3-chloro-2,6-difluorobenzyl)-4-((3-fluoro-6-((5-methyl-1H-pyrazol-3-yl)amino)pyridin-2-yl)methyl)piperidine-4-carboxylic acid